C[C@H]1N(C(COC1)=O)C(=O)OC(C)(C)C tert-butyl (R)-3-methyl-5-oxomorpholine-4-carboxylate